FC1=C(C(=CC(=C1)F)OC)C1=C(C#N)C=CC(=N1)NC1=NC=C(C(=C1)N1C[C@H](CCC1)O)C=1C=NN(C1)CC(F)(F)F 2-(2,4-difluoro-6-methoxyphenyl)-6-((4-((S)-3-hydroxypiperidin-1-yl)-5-(1-(2,2,2-trifluoroethyl)-1H-pyrazol-4-yl)pyridin-2-yl)amino)nicotinonitrile